C(#N)C=1C=C(OCCCCN(C(OC(C)(C)C)=O)C)C=C(C1)NC1=CC=C(C=C1)OCC=C tert-Butyl [4-(3-cyano-5-{[4-(prop-2-en-1-yloxy)phenyl]amino}-phenoxy)butyl]methylcarbamate